7-Bromo-1,3-dimethyl-pyrrolo[1,2-a]pyrazine BrC=1C=C2N(C=C(N=C2C)C)C1